ClC=1C=CC(=C(C1)C1N(CCC1)C1=NC=2N(C=C1)N=CC2C2=NC1=C(N2)C=C(C=C1)P(C)(C)=O)F (2-(5-(2-(5-chloro-2-fluorophenyl)pyrrolidin-1-yl)pyrazolo[1,5-a]pyrimidin-3-yl)-1H-benzo[d]imidazol-6-yl)dimethylphosphine oxide